(±)-N-[1-(4-Fluoro-3-morpholin-4-yl-phenyl)-ethyl]-3-(4-fluoro-phenyl)-acrylamide FC1=C(C=C(C=C1)[C@@H](C)NC(C=CC1=CC=C(C=C1)F)=O)N1CCOCC1 |r|